((1s,3s)-3-Hydroxy-3-methylcyclobutyl)(6-(3-(trifluoromethyl)benzyl)-2-azaspiro[3.3]heptan-2-yl)methanone OC1(CC(C1)C(=O)N1CC2(C1)CC(C2)CC2=CC(=CC=C2)C(F)(F)F)C